3-fluoroquinolin FC=1C=NC2=CC=CC=C2C1